[OH-].[Li+].[Ca+2].[OH-].[OH-] calcium-lithium hydroxide